3-((6-(tert-butylsulfonyl)imidazo[1,2-a]pyridin-7-yl)oxy)-2,2-dimethylpropan-1-ol C(C)(C)(C)S(=O)(=O)C=1C(=CC=2N(C1)C=CN2)OCC(CO)(C)C